tert-Butyl 3-(4-(3-(4-chloro-5-cyclopropyl-2-hydroxyphenyl)propanoyl)piperazin-1-yl)azetidine-1-carboxylate ClC1=CC(=C(C=C1C1CC1)CCC(=O)N1CCN(CC1)C1CN(C1)C(=O)OC(C)(C)C)O